diphenyloxonium tetrakis(pentafluorophenyl)borate FC1=C(C(=C(C(=C1[B-](C1=C(C(=C(C(=C1F)F)F)F)F)(C1=C(C(=C(C(=C1F)F)F)F)F)C1=C(C(=C(C(=C1F)F)F)F)F)F)F)F)F.C1(=CC=CC=C1)[OH+]C1=CC=CC=C1